C(CC=C)OC=1C=C(C=CC1OC)C=1OC=CN1 2-(3-(3-butenyloxy)-4-methoxyphenyl)oxazol